bis(diphenylphosphino)ferrocene Methyl-4-(aminomethyl)-3-methoxybenzoate COC(C1=CC(=C(C=C1)CN)OC)=O.C1(=CC=CC=C1)P(C1=CC=CC=C1)[C-]1C=CC=C1.[C-]1(C=CC=C1)P(C1=CC=CC=C1)C1=CC=CC=C1.[Fe+2]